ClC=1N=CC2=C(N1)C(=CN=C2C2=C(C(=O)N)C=CC=C2)I (2-chloro-8-iodopyrido[4,3-d]pyrimidin-5-yl)benzamide